N1=CC=C(C=C1)OCCC1CCOC2(C1)CCN(CC2)C(=O)OC(C)(C)C tert-butyl 4-(2-(pyridin-4-yloxy)ethyl)-1-oxa-9-azaspiro[5.5]undecane-9-carboxylate